C(C)(C)(C)OC(=O)N1C2CN(CC1CC2)C=2C1=C(N=C(N2)Cl)CN(CC1)C(=O)OCC1=CC=CC=C1 benzyl 4-(8-(tert-butoxycarbonyl)-3,8-diazabicyclo[3.2.1]octan-3-yl)-2-chlorO-5,8-dihydropyrido[3,4-d]pyrimidine-7(6H)-carboxylate